C(C)C1NC[C@]2([C@]1(CN(C2)C2=NC(=NC=C2)NC=2C=NN(C2)C)C)C ethyl-(3aR,6aS)-3a,6a-dimethyl-5-(2-((1-methyl-1H-pyrazol-4-yl)amino)pyrimidin-4-yl)hexahydropyrrolo[3,4-c]pyrrole